1,6-dihydropyrimido[4,5-g]pteridine-2,4,7,9(3H,8H)-tetraone N1C(NC(C=2C1=NC=1C(NC(NC1N2)=O)=O)=O)=O